[1,4]Oxazepine, hydrochloride salt Cl.O1C=CN=CC=C1